C1(CCCCC1)N1CN(CC1)C1CCCCC1 1,3-dicyclohexylimidazoline